4-amino-N-(5,6-dimethoxypyrimidine-4-yl)benzenesulfonamide NC1=CC=C(C=C1)S(=O)(=O)NC1=NC=NC(=C1OC)OC